tert-butyl-3-((6-((4,4-difluorocyclohexyl)amino)-2-(3-(difluoromethyl)-1H-pyrazol-1-yl)pyrimidin-4-yl)oxy)pyrrolidine-1-carboxylate C(C)(C)(C)OC(=O)N1CC(CC1)OC1=NC(=NC(=C1)NC1CCC(CC1)(F)F)N1N=C(C=C1)C(F)F